3-(3,4-dimethoxyphenyl)-8-(piperazin-1-yl)-4H-pyrido[1,2-a]pyrimidin-4-one COC=1C=C(C=CC1OC)C1=CN=C2N(C1=O)C=CC(=C2)N2CCNCC2